C12CN(CC2C1)C1=CN=CC(=N1)C=1N=NN(C1)C(C)C1=CC=C(N=N1)N1C[C@@H](CCC1)N(C(OC(C)(C)C)=O)CC1CCC1 tert-butyl ((3R)-1-(6-(1-(4-(6-(3-azabicyclo[3.1.0]hexan-3-yl)pyrazin-2-yl)-1H-1,2,3-triazol-1-yl)ethyl)pyridazin-3-yl)piperidin-3-yl)(cyclobutylmethyl)carbamate